4-((R)-7-(4-Chloro-3-(trifluoromethyl)benzoyl)-2-(1-hydroxy-2-methylpropyl)-6-methyl-4-oxo-5,6,7,8-tetrahydropyrido[3,4-d]pyrimidin-3(4H)-yl)-N-methylbenzamide ClC1=C(C=C(C(=O)N2CC=3N=C(N(C(C3C[C@H]2C)=O)C2=CC=C(C(=O)NC)C=C2)C(C(C)C)O)C=C1)C(F)(F)F